3-ethoxy-4-{[3-(4-{[(3S,4R)-3-fluoro-1-methylpiperidin-4-yl]amino}-1-(2,2,2-trifluoroethyl)-1H-indol-2-yl)prop-2-yn-1-yl]amino}benzamide C(C)OC=1C=C(C(=O)N)C=CC1NCC#CC=1N(C2=CC=CC(=C2C1)N[C@H]1[C@H](CN(CC1)C)F)CC(F)(F)F